(S)-2-amino-3-(3,4-dimethoxyphenyl)-2-methylpropanoic acid hydrochloride Cl.N[C@](C(=O)O)(CC1=CC(=C(C=C1)OC)OC)C